5,6-Diethyl-3-(pyrimidin-2-ylsulfanyl)pyridazine-4-carbonitrile C(C)C=1C(=C(N=NC1CC)SC1=NC=CC=N1)C#N